N(=C=S)C=1C=C(O[C@@H]2CN(CC2)C(=O)OC(C)(C)C)C=C(C1)C(F)(F)F tert-butyl (S)-3-(3-isothiocyanato-5-(trifluoromethyl)phenoxy)pyrrolidine-1-carboxylate